5-((1H-indazol-6-yl)oxy)-5,6,7,8-tetrahydronaphthalene-1-carbonitrile N1N=CC2=CC=C(C=C12)OC1C=2C=CC=C(C2CCC1)C#N